FC1=C(C=CC=C1)S(=NC(C1=CC(=CC=C1)C1=NOC(=N1)C(F)(F)F)=O)(=O)C N-((2-fluorophenyl)(methyl)(oxo)-λ6-sulfaneylidene)-3-(5-(trifluoromethyl)-1,2,4-oxadiazol-3-yl)benzamide